ethyl (2E)-3-(1,4-dimethyl-1H-benzotriazol-5-yl)prop-2-enoate CN1N=NC2=C1C=CC(=C2C)/C=C/C(=O)OCC